C(C)(=O)N[C@@H](CC(C)C)C(=O)N[C@@H](CC(C)C)C(=O)O N-acetylleucylleucine